ClC1=CC=C2C(=NC=3N(C2=C1)C=NN3)N(C=3C=C(C=CC3)C3=CC=C(C=C3)C)C 8-Chloro-N-methyl-N-(4'-methyl-[1,1'-biphenyl]-3-yl)-[1,2,4]triazolo[4,3-a]quinazolin-5-amine